1H-Indole-1-carboxylic acid tert-butyl ester C(C)(C)(C)OC(=O)N1C=CC2=CC=CC=C12